2-(9H-fluoren-9-yl)-N-((2S,3R)-3-hydroxy-4-(neopentylamino)-1-phenylbutan-2-yl)acetamide C1=CC=CC=2C3=CC=CC=C3C(C12)CC(=O)N[C@@H](CC1=CC=CC=C1)[C@@H](CNCC(C)(C)C)O